Cl.NC(C(=O)N1CCN(CC1)C(=O)NC1=NC(N(C=C1)C1=CC=C(C=C1)CN(CC)[C@@H]1C[C@@H](CC1)N)=O)(C)C 4-(2-Amino-2-methylpropanoyl)-N-(1-(4-((((1S,3R)-3-aminocyclopentyl)(ethyl)amino)methyl)phenyl)-2-oxo-1,2-dihydropyrimidin-4-yl)piperazine-1-carboxamide hydrochloride salt